OC1=C(C=C(C=O)C=C1)SC 4-HYDROXY-3-(METHYLTHIO)BENZALDEHYDE